oxaazaspiro[2.5]octane O1NC12CCCCC2